CCCCCCCCCCCCCCCCCCC(=O)O[C@H](COC(=O)CC/C=C\C/C=C\C/C=C\C/C=C\C/C=C\C/C=C\CC)COP(=O)([O-])OCC[N+](C)(C)C 1-(4Z,7Z,10Z,13Z,16Z,19Z-docosahexaenoyl)-2-nonadecanoyl-glycero-3-phosphocholine